N,N'-bis-sec-pentylcyclohexanediamine C(C)(CCC)NC1(CCCCC1)NC(C)CCC